(4-(5-(2-(tert-butyl)pyridin-4-yl)pyridazin-3-yl)-3-chlorophenyl)(4-hydroxypiperidin-1-yl)methanone C(C)(C)(C)C1=NC=CC(=C1)C=1C=C(N=NC1)C1=C(C=C(C=C1)C(=O)N1CCC(CC1)O)Cl